O=C1N(CC2=C(C=CC=C12)NC1=NC(=NC=C1)NC1=CC(=CC=C1)N1N=CC(=C1)C1=NC2=CC=CC=C2N=C1)C1C(NC(CC1)=O)=O 3-(1-oxo-4-((2-((3-(4-(quinoxalin-2-yl)-1H-pyrazol-1-yl)phenyl)amino)pyrimidin-4-yl)amino)isoindolin-2-yl)piperidine-2,6-dione